CC(CC)C1C(CCCC1)=O 2-butan-2-ylcyclohexan-1-one